tert-Butyl 4-(2-(4-amino-2-isopropylphenoxy)ethyl)piperidine-1-carboxylate NC1=CC(=C(OCCC2CCN(CC2)C(=O)OC(C)(C)C)C=C1)C(C)C